1-{(1R,3R,4R,7S)-7-(benzyloxy)-1-[(benzyloxy)methyl]-2-oxa-5-azabicyclo[2.2.1]Hept-3-yl}-5-methylpyrimidine-2,4(1H,3H)-dione C(C1=CC=CC=C1)O[C@@H]1[C@]2(O[C@H]([C@@H]1NC2)N2C(NC(C(=C2)C)=O)=O)COCC2=CC=CC=C2